ClC1=CC(=C(N=N1)C=1OC=CN1)NCC1CN(CCO1)C(=O)OC(C)(C)C tert-butyl 2-((6-chloro-3-(oxazol-2-yl)pyridazin-4-ylamino)methyl)morpholine-4-carboxylate